1-(3H-imidazol-4-ylmethyl)-ethylene N1=CNC(=C1)CC=C